C1(CCCCC1)N1C(N(SC1=O)C1CCCC1)=O 4-cyclohexyl-2-cyclopentyl-1,2,4-thiadiazole-3,5-dione